1-Methyl-2-oxo-4-{2-[4-(trifluoromethoxy)phenyl]-2,8-diazaspiro[4.5]dec-8-yl}-1,2-dihydroquinoline-3-carbonitrile CN1C(C(=C(C2=CC=CC=C12)N1CCC2(CCN(C2)C2=CC=C(C=C2)OC(F)(F)F)CC1)C#N)=O